3-Methyl-2-(6-trifluoromethoxy-benzothiazol-2-ylamino)-3H-benzoimidazole-5-carboxylic acid [2-(2-hydroxy-ethoxy)-ethyl]-amide OCCOCCNC(=O)C1=CC2=C(N=C(N2C)NC=2SC3=C(N2)C=CC(=C3)OC(F)(F)F)C=C1